COC(C1=C(C=C(C(=C1)F)C(F)(F)F)NC1=C(C(=CC=C1)Cl)C=O)=O.C(C=C)(=O)OCCC[Si](OCCOC)(OCCOC)OCCOC 3-acryloxypropyltris(methoxyethoxy)silane methyl-2-((3-chloro-2-formylphenyl)amino)-5-fluoro-4-(trifluoromethyl)benzoate